The molecule is a organophosphate oxoanion obtained by deprotonation of the phosphate OH groups of uridine 2'-phosphate. Major structure at pH 7.3 (according to Marvin v 6.2.0.). It is a conjugate base of a uridine 2'-phosphate. C1=CN(C(=O)NC1=O)[C@H]2[C@@H]([C@@H]([C@H](O2)CO)O)OP(=O)([O-])[O-]